C(CCCCCCCCCCCCCCC)(=O)N[C@@H](CC(=O)O)C(=O)O.N(CCO)(CCO)CCO.N(CCO)(CCO)CCO di(triethanolamine) palmitoyl-aspartate